1-(4-(Trifluoromethoxy)phenyl)-1H-pyrrole-2-carbaldehyde FC(OC1=CC=C(C=C1)N1C(=CC=C1)C=O)(F)F